(Pentamethylcyclopentadienyl)titanium(IV) CC1=C(C(=C(C1(C)[Ti+3])C)C)C